(R)-2-ETHYL-N,N-BIS(4-METHOXYBENZYL)PENT-4-ENE-1-SULFONAMIDE C(C)[C@@H](CS(=O)(=O)N(CC1=CC=C(C=C1)OC)CC1=CC=C(C=C1)OC)CC=C